(1S,4S,5R)-5-[[3-(2,6-dichlorophenyl)-5-(1-fluorocyclopropyl)-1,2-oxazole-4-carbonyloxy]-2-azabicyclo[2.2.1]heptan-2-yl]-3-fluorobenzoic acid ClC1=C(C(=CC=C1)Cl)C1=NOC(=C1C(=O)O[C@@]12N(C[C@@H](CC1)C2)C=2C=C(C=C(C(=O)O)C2)F)C2(CC2)F